Methyl (S)-2-amino-5-(2,3-dihydrobenzo[f][1,4]oxazepin-4(5H)-yl)-5-oxopentanoate hydrochloride Cl.N[C@H](C(=O)OC)CCC(=O)N1CCOC2=C(C1)C=CC=C2